3-(4-(6-chloro-2-((5-chloro-1-(2,2-difluoroethyl)-1H-pyrazol-4-yl)amino)quinazolin-7-yl)piperidin-1-yl)tetrahydrothiophene 1,1-dioxide ClC=1C=C2C=NC(=NC2=CC1C1CCN(CC1)C1CS(CC1)(=O)=O)NC=1C=NN(C1Cl)CC(F)F